CS(=O)(=O)C1=CC=C(C=N1)NCC#CC=1N(C2=CC=CC(=C2C1)NC1CCN(CC1)C1CCS(CC1)(=O)=O)CC(F)(F)F 4-{4-[(2-{3-[(6-methanesulfonylpyridin-3-yl)amino]prop-1-yn-1-yl}-1-(2,2,2-trifluoroethyl)-1H-indol-4-yl)amino]piperidin-1-yl}-1λ6-thiane-1,1-dione